5-(chloromethyl)-3-((1R,5S,6R)-3-(3,4-difluorophenyl)-3-azabicyclo[3.1.0]hex-6-yl)-1,2,4-oxadiazole ClCC1=NC(=NO1)C1[C@H]2CN(C[C@@H]12)C1=CC(=C(C=C1)F)F